tert-butyl N-(5-benzyloxy-6-methyl-3-pyridyl)carbamate C(C1=CC=CC=C1)OC=1C=C(C=NC1C)NC(OC(C)(C)C)=O